NC=1C=2N(C3=CC(=C(C=C3N1)Cl)C(=O)N(CC1=NC=C(C=C1)C(F)(F)F)C1CC1)C=NC2 4-amino-7-chloro-N-cyclopropyl-N-((5-(trifluoromethyl)pyridin-2-yl)methyl)imidazo[1,5-a]quinoxaline-8-formamide